ClC=1C=C(C=CC1OC1=CC=CC=C1)C1=NC(=NO1)N1C=CC2=CC(=CC=C12)CNC(C(=O)O)C (((1-(5-(3-chloro-4-phenoxyphenyl)-1,2,4-oxadiazol-3-yl)-1H-indol-5-yl)methyl)amino)propanoic acid